2-(6-methoxy-5-(trifluoromethyl)pyridin-3-yl)ethyl (4-nitrophenyl) carbonate C(OCCC=1C=NC(=C(C1)C(F)(F)F)OC)(OC1=CC=C(C=C1)[N+](=O)[O-])=O